CC=1C=C(C=CC1C)\C(\C)=N\NC(C1=CC(=CC=C1)C)=O (E)-N'-(1-(3,4-dimethylphenyl)ethylidene)-3-methylbenzohydrazide